(2,3-dichlorophenyl)-7-morpholinothieno[3,2-b]pyridine-6-carboxylic acid ethyl ester C(C)OC(=O)C=1C(=C2C(=NC1)C=C(S2)C2=C(C(=CC=C2)Cl)Cl)N2CCOCC2